N-(3-chloro-2,6-diisopropylphenylcarbamoyl)-5-(2-hydroxypropan-2-yl)thiazole-2-sulfonamide ClC=1C(=C(C(=CC1)C(C)C)NC(=O)NS(=O)(=O)C=1SC(=CN1)C(C)(C)O)C(C)C